C[C@H]1[C@H]([C@H]([C@@H]([C@@H](O1)O[C@@H]2[C@H]([C@@H](O[C@@H]([C@H]2O[C@H]3[C@@H]([C@H]([C@@H]([C@H](O3)CO)O[C@H]4[C@H]([C@H]([C@@H]([C@H](O4)CO[C@@H]5[C@H]([C@H]([C@@H]([C@H](O5)CO)O)O)O)O)O[C@@H]6[C@H]([C@H]([C@@H]([C@H](O6)CO)O)O)O)O[C@H]7[C@@H]([C@H]([C@@H](CO7)O)O)O)O)NC(=O)C)CO)O)NC(=O)C)O)O)O The molecule is a branched amino heptasaccharide consisting of a linear chain of an alpha-D-mannose residue, a beta-D-mannose residue and two N-acetyl-beta-D-glucosamine residues linked sequentially (1->6), (1->4) and (1->4), to the alpha-D-mannose residue of which are linked (1->3) and (1->2) alpha-D-mannose and beta-D-xylose residues respectively, while the N-acetyl-beta-D-glucosamine residue at the reducing end also carries an alpha-L-fucose residue via a (1->3) linkage. It forms the heptasaccharide portion of the N-glycan phytohemaglutinin (PHA). It has a role as a carbohydrate allergen. It is an amino heptasaccharide and a glucosamine oligosaccharide.